[Si](C)(C)(C(C)(C)C)OCCN1N=C(C(=C1CO)I)OCC (1-(2-((tert-butyldimethylsilyl)oxy)ethyl)-3-ethoxy-4-iodo-1H-pyrazol-5-yl)methanol